S1C(=NC2=C1C=CC=C2)NC2=C(C1=C(N=N2)N(CCC1)C=1SC(=C(N1)C(=O)O)CCCOC1=C(C=C(C=C1)C#CCN1CCCC1)F)C 2-{3-(1,3-Benzothiazol-2-ylamino)-4-methyl-6,7-dihydro-5H-pyrido[2,3-c]pyridazin-8-yl}-5-[3-[2-fluoro-4-(3-pyrrolidin-1-ylprop-1-ynyl)phenoxy]propyl]thiazole-4-carboxylic acid